CC1=CC(=CN1)C(=O)N 5-methyl-pyrrole-3-carboxamide